CCCNC1=C(C=C(C=C1)O)O 2-METHYL-5-HYDROXY-ETHYLAMINO-PHENOL